BrC1=CC=C(C=C1)NC1(N(C(C2=CC=CC=C2C1)=O)CCO)C(F)(F)F 3-((4-Bromophenyl)amino)-2-(2-hydroxyethyl)-3-(trifluoromethyl)-3,4-dihydroisoquinolin-1(2H)-one